FC1=CC=C(C(=C1[C@H]([C@@H](C=1OC(NN1)=O)NS(=O)(=O)C1=NC(=CC=C1)C(=O)N1CCCC1)C)C)C N-((1S,2R)-2-(6-fluoro-2,3-dimethylphenyl)-1-(5-oxo-4,5-dihydro-1,3,4-oxadiazol-2-yl)propyl)-6-(pyrrolidine-1-carbonyl)pyridine-2-sulfonamide